OC1(CCC(CC1)N1N=C2C=C(C(=CC2=C1)NC(=O)C1=[N+](C(=CC=C1)C)[O-])OC)C1CC1 2-((2-(trans-4-hydroxy-cis-4-cyclopropylcyclohexyl)-6-methoxy-2H-indazol-5-yl)carbamoyl)-6-methylpyridine 1-oxide